4-(4-acryloyl-2-methylpiperazin-1-yl)-7-(1,5-dimethyl-6-oxo-1,6-dihydropyridin-3-yl)-1-(2-isopropyl-4-methylpyridin-3-yl)-2-oxo-1,2-dihydropyrido[2,3-d]pyrimidine-6-carbonitrile C(C=C)(=O)N1CC(N(CC1)C=1C2=C(N(C(N1)=O)C=1C(=NC=CC1C)C(C)C)N=C(C(=C2)C#N)C2=CN(C(C(=C2)C)=O)C)C